C1(=C(C(=C(C(=C1[2H])[2H])[2H])[2H])[2H])C=1SC(=CN1)C=O 2-(Phenyl-d5)-5-thiazolylmethanal